2-[cyano-(2,6-difluoro-4-pyridinyl)amino]-N-(2,2-dimethylcyclobutyl)-5-methyl-thiazole-4-carboxamide C(#N)N(C=1SC(=C(N1)C(=O)NC1C(CC1)(C)C)C)C1=CC(=NC(=C1)F)F